C(C)N1N=CC2=C1N(C(C=1C=C(C=C(C21)C(C)NC2=C(C=CC=C2)I)C)=O)C 3-ethyl-9-(1-((2-iodophenyl)amino)ethyl)-4,7-dimethyl-3,4-dihydro-5H-pyrazolo[3,4-C]isoquinolin-5-one